2-(difluoromethyl)-6-(4-isopropylpiperazin-1-yl)aniline FC(C1=C(N)C(=CC=C1)N1CCN(CC1)C(C)C)F